C(#N)C=1C(=CC(=NC1)NC(=O)N1CCCC2=CC(=C(N=C12)C=O)CN1C([C@@H](CC1)OC)=C=O)N[C@H]1[C@H](CC1)OC N-(5-Cyano-4-(((1R,2S)-2-methoxycyclobutyl)amino)pyridin-2-yl)-7-formyl-6-(((R)-3-methoxy-2-carbonylpyrrolidin-1-yl)methyl)-3,4-dihydro-1,8-naphthyridin-1(2H)-carboxamide